S1C=NC2=C1C(=CC=C2)C2=CC=C(C=C2)[C@H](C(=O)N(C)C)NC(=O)NC=2N=C(SC2)C#C (R)-2-(4-(benzo[d]thiazol-7-yl)phenyl)-2-(3-(2-ethynylthiazol-4-yl)ureido)-N,N-dimethylacetamide